(S)-N-hydroxy-3-phenyl-4-((S)-tetrahydrofuran-3-carbonyl)-2,3,4,5-tetrahydrobenzo[f][1,4]oxazepine-8-carboxamide ONC(=O)C1=CC2=C(CN([C@H](CO2)C2=CC=CC=C2)C(=O)[C@@H]2COCC2)C=C1